(S)-5-chloro-N-((7-chloroquinoxalin-6-yl)methyl)-4-(3-methylpiperazin-1-yl)pyridin-3-amine ClC=1C(=C(C=NC1)NCC=1C=C2N=CC=NC2=CC1Cl)N1C[C@@H](NCC1)C